m-chlorobenzyl alcohol ClC=1C=C(CO)C=CC1